(1Z)-N,15-dimethylnonacosan-10-amine CNC(CCCCCCCCC)CCCCC(CCCCCCCCCCCCCC)C